OCCOCCOC1=C(C=CC=C1)C(C(=O)O)C(C)C 2-(2-(2-(2-hydroxyethoxy)ethoxy)phenyl)-3-methylbutanoic acid